1,3-dioxolan-2-ylmethanol O1C(OCC1)CO